1-bromo-2-iodo-4-methyl-benzene BrC1=C(C=C(C=C1)C)I